COC=1C=C2CCCC(C2=CC1)=NO 6-Methoxytetralin-1-one oxime